6-cyano-1-keto-1,3-dihydrospiro[indene-2,4'-piperidine]-1'-carboxylic acid tert-butyl ester C(C)(C)(C)OC(=O)N1CCC2(CC1)C(C1=CC(=CC=C1C2)C#N)=O